(2E)-3,7,11,15-tetramethylhexadecan-2-en-1-one C\C(=C/C=O)\CCCC(CCCC(CCCC(C)C)C)C